6-cyclopropyl-5H-pyrrolo[2,3-b]Pyrazine C1(CC1)C1=CC=2C(=NC=CN2)N1